N-{[1,1'-biphenyl]-4-yl}-N-(4-{8,8-dimethyl-1,3-diphenyl-8H-indeno[1,2-c]thiophen-6-yl}phenyl)-9,9-dimethyl-9H-fluoren-2-amine C1(=CC=C(C=C1)N(C1=CC=2C(C3=CC=CC=C3C2C=C1)(C)C)C1=CC=C(C=C1)C1=CC=2C(C=3C(=C(SC3C3=CC=CC=C3)C3=CC=CC=C3)C2C=C1)(C)C)C1=CC=CC=C1